(2S,4r)-4-fluoro-2-(((S)-(5-isopropyl-4-methylpyridin-2-yl)(phenyl)methyl)carbamoyl)pyrrolidine-1-carboxylic acid tert-butyl ester C(C)(C)(C)OC(=O)N1[C@@H](C[C@H](C1)F)C(N[C@@H](C1=CC=CC=C1)C1=NC=C(C(=C1)C)C(C)C)=O